N=1C=C(N2N=CC=CC21)C=2C=C1C(C=C(OC1=CC2)N2CCOCC2)=O 6-(imidazo[1,2-b]pyridazin-3-yl)-2-morpholino-4H-chromen-4-one